C(=C)C1CC=CCC1 4-ethenylcyclohexene